[C@@H]12[C@@H](C[C@@H](CC1)C2)C(C2=CC=C(C=C2)C2=CC(=NC=C2)C2=CC=CC=C2)([2H])[2H] 4-(4-(((1R,2S,4S)-bicyclo[2.2.1]hept-2-yl)methyl-d2)phenyl)-2-phenylpyridine